acrylic acid-N,N-diisopropylamide C(C)(C)N(C(C=C)=O)C(C)C